The molecule is a member of the class of quinolines that is quinoline which is substituted at positions 2 and 3 by methyl groups and at positions 4, 6, and 8 by acetoxy, tert-butyl, and fluorine, respectively. A fungicide developed mainly for the control of rice blast (Magnaporthe grisea), it has also been found to be effective against fungal diseases in soya beans and tomatoes. It has a role as an antifungal agrochemical. It is a member of quinolines, an organofluorine compound and an acetate ester. CC1=C(N=C2C(=CC(=CC2=C1OC(=O)C)C(C)(C)C)F)C